C(C1=CC=CC=C1)N(C1=C(C=C(C(=C1)F)SC(F)(F)F)OC)CC1=CC=CC=C1 N,N-dibenzyl-5-fluoro-2-methoxy-4-((trifluoromethyl)thio)aniline